heptadecan-9-yl 8-((5-(((2-(adamantan-1-yl)ethoxy)carbonyl)oxy)pentyl)(2-hydroxyethyl)amino)octanoate C12(CC3CC(CC(C1)C3)C2)CCOC(=O)OCCCCCN(CCCCCCCC(=O)OC(CCCCCCCC)CCCCCCCC)CCO